8-[(2,5-difluoro-4-methylphenyl)methyl]-3-methoxyimidazo[1,2-a]pyrazine-6-carboximidamide FC1=C(C=C(C(=C1)C)F)CC=1C=2N(C=C(N1)C(N)=N)C(=CN2)OC